NC=1C(=C(C=C2C=C(N=CC12)NC1=NN2CC(N(CCC2=C1)C)=O)C=1C(=C(C=NC1)NS(=O)(=O)C)C)F N-(5-(8-amino-7-fluoro-3-((6-methyl-7-oxo-5,6,7,8-tetrahydro-4H-pyrazolo[1,5-d][1,4]diazepin-2-yl)amino)isoquinolin-6-yl)-4-methylpyridin-3-yl)methanesulfonamide